methyl N-((2S,3S)-2-((benzyloxy)methyl)-1-(thiazol-2-yl)pyrrolidine-3-carbonyl)-N-methyl-L-valinate C(C1=CC=CC=C1)OC[C@H]1N(CC[C@@H]1C(=O)N([C@@H](C(C)C)C(=O)OC)C)C=1SC=CN1